N1=C(NCCCCCCNC2=NC(=NC(=N2)N)N)N=C(N)N=C1N hexamethylenebis-melamine